Cl.Cl.NC1=NC(=C(C(=N1)N)N)N 2,4,5,6-Tetraaminopyrimidine Dihydrochloride